(3S,4R)-4-((tert-butyldimethylsilyl)oxy)-3-(cyclopentyloxy)-4-(3-methoxy-4-methylphenyl)butanenitrile [Si](C)(C)(C(C)(C)C)O[C@@H]([C@H](CC#N)OC1CCCC1)C1=CC(=C(C=C1)C)OC